Ethyl 2-{3-[3-bromo-5-(trifluoromethyl) phenoxy] ureido}-2-methylpropionate BrC=1C=C(ONC(NC(C(=O)OCC)(C)C)=O)C=C(C1)C(F)(F)F